Ethyl (E)-3-(3-((5-(benzyloxy)-1H-indol-1-yl)sulfonyl)phenyl)acrylate C(C1=CC=CC=C1)OC=1C=C2C=CN(C2=CC1)S(=O)(=O)C=1C=C(C=CC1)/C=C/C(=O)OCC